C1(CCCCC1)OC1=CC=C(C(=O)Cl)C=C1 4-(cyclohexyloxy)benzoyl chloride